FC1=C(C(=CC=C1)C)C1=CC(=C2C=C(N=CC2=C1)N)N1C[C@@H](CCC1)NC 7-(2-fluoro-6-methyl-phenyl)-5-[(3R)-3-(methylamino)-1-piperidyl]isoquinolin-3-amine